O=CCCC1=CC=C(C=C1)S(=O)(=O)OC methyl 1-(2-oxoethyl-p-toluenesulfonate)